5-benzyl-2-chlorothiazole C(C1=CC=CC=C1)C1=CN=C(S1)Cl